ONC(C1=C(C(=CC=C1)N1CC(C1)OC1=CC=C(C=C1)COCC=1C=NC=CC1)N1C=CC=C1)=O N-Hydroxy-3-(3-(4-((pyridin-3-ylmethoxy)methyl)phenoxy)azetidin-1-yl)-2-(1H-pyrrol-1-yl)benzamide